rac-tert-butyl (RS)-2-(4-fluoro-3-iodophenyl)-4-methyl-6,7-dihydropyrazolo[1,5-a]pyrazine-5(4H)-carboxylate FC1=C(C=C(C=C1)C1=NN2C([C@H](N(CC2)C(=O)OC(C)(C)C)C)=C1)I |r|